2-methyl-N-(1,3,4-oxadiazol-2-yl)-3-[(S)-methylsulfinyl]-4-(trifluoromethyl)benzamide CC1=C(C(=O)NC=2OC=NN2)C=CC(=C1[S@@](=O)C)C(F)(F)F